3,3-dimethylpropanamide CC(CC(=O)N)C